Tert-butyl(4-bromopyrimidin-2-yl)carbamate C(C)(C)(C)OC(NC1=NC=CC(=N1)Br)=O